(S)-4-(prop-1-en-2-yl)cyclohex-1-en-1-methanol C=C(C)[C@@H]1CC=C(CC1)CO